(E)-N-(4-((3-chloro-2,4-difluorophenyl)amino)-5-methylquinazolin-6-yl)-4-(isopropylamino)but-2-enamide ClC=1C(=C(C=CC1F)NC1=NC=NC2=CC=C(C(=C12)C)NC(\C=C\CNC(C)C)=O)F